ClC=1C=C(C=CC1OC([C@H](OC(F)(F)F)F)(F)F)NC(=O)NC(C1=C(C=CC=C1F)F)=O |r| (±)-N-[[[3-chloro-4-[1,1,2-trifluoro-2-(trifluoromethoxy)ethoxy]phenyl]amino]carbonyl]-2,6-difluorobenzamide